NC=1C(=C(C(=O)OC)C(=CC1)OC1=CC(=CC=C1)C#N)C methyl 3-amino-6-(3-cyanophenoxy)-2-methylbenzoate